(2R,3S)-2-((E)-3-(5,6-dimethyl-1H-benzo[d]imidazol-1-yl)prop-1-enyl)piperidin-3-ol CC1=CC2=C(N(C=N2)C/C=C/[C@H]2NCCC[C@@H]2O)C=C1C